C(C)C1=C(C(=C(C=C1)O)OCCCCCC)CC bis-ethylhexyl-oxyphenol